C(C)(C)(C)C=1C(=C(C=CC1)C1=C(C(=C(C=C1)P([O-])[O-])C1=CC=CC=C1)C1=C(C(=CC=C1)C(C)(C)C)C(C)(C)C)C(C)(C)C bis(di-t-butylphenyl)-phenyl-phenylphosphonite